N-(7-(6-(piperazin-1-yl)pyridin-3-yl)quinazolin-4-yl)benzothiazol-5-amine N1(CCNCC1)C1=CC=C(C=N1)C1=CC=C2C(=NC=NC2=C1)NC=1C=CC2=C(N=CS2)C1